5-amino-4-(3-methoxy-2,6-dimethylphenyl)-4,7-dihydro-6H-1,3,4,7-tetraazadibenzo[cd,f]azulen-6-one NC=1N(C=2C3=C(C4=C(NC(C13)=O)C=CC=C4)N=CN2)C2=C(C(=CC=C2C)OC)C